NC1=NC=NN2C1=C(C=C2C2CCNCC2)C2=C(C=C(C=C2)C2=C(C(N(C=C2)C2=CC=CC=C2)=O)C(=O)N)F [4-(4-amino-7-piperidin-4-ylpyrrolo[2,1-f][1,2,4]triazin-5-yl)-3-fluorophenyl]-2-oxo-1-phenyl-1,2-dihydropyridine-3-carboxamide